C1(CC1)C=1N=NN(C1)[C@H](C(=O)N1[C@@H](C[C@H](C1)O)C(=O)NC1CCC(CC1)OC(F)F)C(C)(C)C (2S,4R)-1-[(2S)-2-(4-cyclopropyltriazol-1-yl)-3,3-dimethyl-butanoyl]-N-[4-(difluoromethoxy)cyclohexyl]-4-hydroxy-pyrrolidine-2-carboxamide